2-[3-(4-chlorophenoxy)-2-[(3-cyano-2-pyridyl)sulfanyl]propyl]propanedinitrile ClC1=CC=C(OCC(CC(C#N)C#N)SC2=NC=CC=C2C#N)C=C1